disuccinimide suberate C(CCCCCCC(=O)O)(=O)O.C1(CCC(N1)=O)=O.C1(CCC(N1)=O)=O